2-amino-N-(4-(7-(benzyloxy)-6-methoxyquinazolin-4-yl)phenyl)-2-(4-fluorophenyl)propanamide NC(C(=O)NC1=CC=C(C=C1)C1=NC=NC2=CC(=C(C=C12)OC)OCC1=CC=CC=C1)(C)C1=CC=C(C=C1)F